ClC=1C(N(C=CC1Cl)C1=CC=C(C=C1)N1N=CC(=C1C(F)(F)F)NC(OC(C)(C)C)=O)=O Tert-butyl (1-(4-(3,4-dichloro-2-oxopyridin-1(2H)-yl)phenyl)-5-(trifluoromethyl)-1H-pyrazol-4-yl)carbamate